N4-ethyl-N6-(2-methoxy-4-(morpholinosulfonyl)phenyl)-1H-pyrrolo[2,3-b]pyridine-4,6-diamine 2,2,2-trifluoroacetate FC(C(=O)O)(F)F.C(C)NC=1C2=C(N=C(C1)NC1=C(C=C(C=C1)S(=O)(=O)N1CCOCC1)OC)NC=C2